N,N-dimethyl-3-(4-(1-(tetrahydro-2H-pyran-4-yl)-[1,2,4]triazolo[4,3-a]quinoxalin-8-yl)phenoxy)-1-propylamine CN(C)CCCOC1=CC=C(C=C1)C1=CC=C2N=CC=3N(C2=C1)C(=NN3)C3CCOCC3